N1=CC=C(C=C1)CCSCCSCCC1=CC=NC=C1 1,8-bis(4-pyridinyl)-3,6-dithiaoctane